FC(C(=O)O)(F)F.ClC1=C(C=CC=C1C=1N=NN(C1)C1=CC=NC=C1)[C@@]1(CC(N(C(N1)=N)[C@@H]1C[C@@H](OCC1)C)=O)C (6S)-6-{2-Chloro-3-[1-(pyridin-4-yl)-1,2,3-triazol-4-yl]phenyl}-2-imino-6-methyl-3-[(2S,4S)-2-methyltetrahydropyran-4-yl]-hexahydropyrimidin-4-one trifluoroacetic acid salt